C1(CC1)C([C@@H](C(=O)NC1=C(C=C(C=C1)[C@@H](C(NC1(CNC1)C(F)(F)F)=O)C)F)NC(=O)C1=CC=NN1C(C)C)C1CC1 N-((S)-1,1-dicyclopropyl-3-((2-fluoro-4-((S)-1-oxo-1-((3-(trifluoromethyl)azetidin-3-yl)amino)propan-2-yl)phenyl)amino)-3-oxopropan-2-yl)-1-isopropyl-1H-pyrazole-5-carboxamide